COC1=CC=C(C(=N1)C(=O)OC)C(=O)OC dimethyl 6-methoxypyridine-2,3-dicarboxylate